FC(OC1=CC=C(C=C1)C1=CN=C2N1C=CN=C2NC2=CC(=C(C(=O)N(CCCN1CCCCC1)C)C=C2)C)F 4-[[3-[4-(difluoromethoxy)phenyl]imidazo[1,2-a]pyrazin-8-yl]amino]-N,2-dimethyl-N-(3-piperidin-1-ylpropyl)benzamide